[NH4+].C(C)O.C(C)O diethanol ammonium salt